CC1=C2C(=CC=3C=4C=C(C=CC4N(C13)C)OC=1C=CC(=NC1)N)C=NC=C2 5-((5,6-dimethyl-6H-pyrido[4,3-b]carbazol-9-yl)oxy)pyridine-2-amine